O1C(C1)COC1=C(C=CC=C1)NC(C)=O N-(2-(oxiran-2-ylmethoxy)phenyl)acetamide